tert-butyl (2S)-2-[(benzyloxy)methyl]-6-hydroxy-6-methyl-1,4-oxazocane-4-carboxylate C(C1=CC=CC=C1)OC[C@H]1OCCC(CN(C1)C(=O)OC(C)(C)C)(C)O